N1CC(C1)OC1=C(C=C(C=C1)NC(C1=CC=CC=C1)=O)C=1C(=NOC1C)C N-(4-(azetidin-3-yloxy)-3-(3,5-dimethylisoxazol-4-yl)phenyl)benzamide